F[C@H]1[C@H](NCC1)C(=O)N(C=1C=C(C=CC1)C)C (2R,3R)-3-fluoro-N-methyl-N-(m-tolyl)pyrrolidine-2-carboxamide